C(C)(=O)O.CC(CC(C)=O)C 4-methyl-2-pentanone acetate